methyl 4-methyl-2-(2-oxo-4-(trifluoromethyl)-5-vinylpyridin-1(2H)-yl)pentanoate CC(CC(C(=O)OC)N1C(C=C(C(=C1)C=C)C(F)(F)F)=O)C